N-[(2-benzylthiazol-4-yl)methyl]cyclohexylamine C(C1=CC=CC=C1)C=1SC=C(N1)CNC1CCCCC1